(S)-6-bromo-3-(3-(5-methylpyridin-2-yloxy)pyrrolidin-1-yl)pyridine-carbaldehyde BrC1=CC=C(C(=N1)C=O)N1C[C@H](CC1)OC1=NC=C(C=C1)C